C(C)OC1=NC=CC=C1C1=NC=C(C=C1F)C1(CCN(CC1)C1=C(C=C(C=C1)C(F)(F)F)F)C(=O)NCCNC 4-{2'-ethoxy-3-fluoro-[2,3'-bipyridine]-5-yl}-1-[2-fluoro-4-(trifluoromethyl)phenyl]-N-[2-(methylamino)ethyl]piperidine-4-carboxamide